N-[2-(3-aminopropanoylamino)ethyl]-4-[[3-(2,3-difluoro-4-pyrimidin-4-yloxy-phenyl)imidazo[1,2-a]pyrazin-8-yl]amino]-2-ethyl-benzamide NCCC(=O)NCCNC(C1=C(C=C(C=C1)NC=1C=2N(C=CN1)C(=CN2)C2=C(C(=C(C=C2)OC2=NC=NC=C2)F)F)CC)=O